ClC=1C=C(OCC(=O)N(CCC)C)C=C(C1CC1=CC(=C(C=C1)O)C(C)C)Cl 2-(3,5-dichloro-4-(4-hydroxy-3-isopropylbenzyl)phenoxy)-N-methyl-N-propylacetamide